COC1=CC=C(C=C1)N1[C@@H]2CN[C@H](C1)C2 (1S,4S)-2-(4-methoxyphenyl)-2,5-diazabicyclo[2.2.1]Heptane